benzyloctyl adipate C(CCCCC(=O)[O-])(=O)OCCCCCCCCCC1=CC=CC=C1